((1S,4S,5S)-4-(2,6-dimethoxy-4-(2-methyl-3-propyloctan-2-yl)phenyl)-6,6-dimethylbicyclo[3.1.1]hept-2-en-2-yl)methyl pivalate C(C(C)(C)C)(=O)OCC=1[C@@H]2C([C@H]([C@H](C1)C1=C(C=C(C=C1OC)C(C)(C(CCCCC)CCC)C)OC)C2)(C)C